methyl (2R,7aR)-2-((tert-butyldiphenylsilyl)oxy)-6-methylenetetrahydro-1H-pyrrolizine-7a(5H)-carboxylate [Si](C1=CC=CC=C1)(C1=CC=CC=C1)(C(C)(C)C)O[C@@H]1C[C@]2(CC(CN2C1)=C)C(=O)OC